3-Amino-5-bromo-2,3,4,9-tetrahydro-1H-carbazole-8-carboxylic acid hydrochloride Cl.NC1CCC=2NC3=C(C=CC(=C3C2C1)Br)C(=O)O